2,2-dimethoxy-1-azasilacyclopentane CO[Si]1(NCCC1)OC